C1(=CC=C(C=C1)CC(C(=O)[O-])=C)C1=CC=C(C=C1)CC(C(=O)[O-])=C 4,4'-biphenyldimethacrylate